NC(C)(C)C=1N=C(C(=NC1)[C@H]1C[C@H](C1)C1=NN2C(=NC=3C(=CC=CC3C2=N1)F)N)C 2-{cis-3-[5-(2-aminopropan-2-yl)-3-methylpyrazin-2-yl]cyclobutyl}-7-fluoro[1,2,4]triazolo[1,5-c]quinazolin-5-amine